NC1CC([NH+](C(C1)(C)C)[O-])(C)C 4-amino-2,2,6,6-tetramethyl-piperidine-N-oxide